4-amino-8-(5-fluoropyrimidin-4-yl)-3-(propylcarbamoyl)isoquinoline 2-oxide NC1=C([N+](=CC2=C(C=CC=C12)C1=NC=NC=C1F)[O-])C(NCCC)=O